1-(2-((4-((S)-2-(4-chloro-2-fluorophenyl)-2-methylbenzo[d][1,3]dioxol-4-yl)piperidin-1-yl)methyl)-4-methyl-1-(((S)-oxetan-2-yl)methyl)-1H-imidazol-5-yl)propane-1,3-diol ClC1=CC(=C(C=C1)[C@@]1(OC2=C(O1)C=CC=C2C2CCN(CC2)CC=2N(C(=C(N2)C)C(CCO)O)C[C@H]2OCC2)C)F